NC1=CC=C(C(=C1C(=O)N(C)C)F)C=1C(=C2C(=NC1)NCC21CC(CC1)N1N=C(C=C1C)C)Cl 6-Amino-3-(4'-chloro-3-(3,5-dimethyl-1H-pyrazol-1-yl)-1',2'-dihydrospiro[cyclopentane-1,3'-pyrrolo[2,3-b]pyridin]-5'-yl)-2-fluoro-N,N-dimethylbenzamide